r-2-((5-(1-azido-1-cyclopropylethyl)-8-cyclopropoxy-2,7-naphthyridin-3-yl)amino)-7,7-dimethyl-7,8-dihydro-5H-pyrano[4,3-b]pyridin-5-one N(=[N+]=[N-])[C@](C)(C1CC1)C1=C2C=C(N=CC2=C(N=C1)OC1CC1)NC1=CC=C2C(=N1)CC(OC2=O)(C)C